N-[5-(2,2-difluoroethyl)-4-methoxy-pyrimidin-2-yl]-6-fluoro-1H-indole-3-sulfonamide FC(CC=1C(=NC(=NC1)NS(=O)(=O)C1=CNC2=CC(=CC=C12)F)OC)F